CC1(C(N(C2=CC=CC=C12)C1=CC=C(C=C1)NC(C1=CC(=C(C(=C1)C=O)O)F)=O)=O)C N-(4-(3,3-dimethyl-2-oxoindolin-1-yl)phenyl)-3-fluoro-5-formyl-4-hydroxybenzamide